[O-2].[Hf+4].[O-2] Hafnium(IV) oxid